(R)-N-(2-methyl-5-(2-(2-methylpyrrolidin-1-yl)acetamido)pyridin-3-yl)-7-(4,4,5,5-tetramethyl-1,3,2-dioxaborolan-2-yl)-[1,2,4]triazolo[4,3-a]pyridine-3-carboxamide CC1=NC=C(C=C1NC(=O)C1=NN=C2N1C=CC(=C2)B2OC(C(O2)(C)C)(C)C)NC(CN2[C@@H](CCC2)C)=O